OC([C@@H](C1=CC=C(C=C1)OC([C@@H](CCC)C)([2H])[2H])NC(OC(C)(C)C)=O)(C)C tert-Butyl ((R)-2-hydroxy-2-methyl-1-(4-(((R)-2-methylpentyl-1,1-d2)oxy)phenyl)propyl)carbamate